P(O)(=O)(OP(=O)(O)OP(=O)(O)O)OC[C@@H]1[C@H]([C@H]([C@@H](O1)N1C(=S)N=C(N)C(=C1)C1=CC=C(C=C1)N)O)O 5-(4-amino-phenyl)-2-thiocytidine triphosphate